FC(F)(F)C1=C(N=NO1)C(F)(F)F bistrifluoromethyl-oxadiazole